NC(CC)(CC)C1=NC=C(C=N1)C1=CC2=C(N=C3N2[C@H]2C4=C(C(N([C@@H]3C2)C([2H])([2H])[2H])=O)C=CC=C4C#CC)C=C1 (7R,14R)-11-(2-(3-aminopentan-3-yl)pyrimidin-5-yl)-6-(methyl-d3)-1-(prop-1-yn-1-yl)-6,7-dihydro-7,14-methanobenzo[f]benzo[4,5]imidazo[1,2-a][1,4]diazocin-5(14H)-one